FC1=C(C=CC=C1)C1N(CCNC1)C(=O)N1CC2(CCCC2)[C@](CC1)(O)CN1C=NC(=CC1=O)C1=CC=CC=C1 3-(((10S)-7-(2-(2-Fluorophenyl)piperazine-1-carbonyl)-10-hydroxy-7-azaspiro[4.5]decan-10-yl)methyl)-6-phenylpyrimidin-4(3H)-one